COC(C(C)(C)C1=NC=C(C(=N1)OC)F)=O.FC1(CC(C1)(C)CC(=O)NC1=C(C=C(C=C1C)N1CC2=CC=C(C=C2CC1)F)C)F 2-(3,3-difluoro-1-methylcyclobutyl)-N-(4-(6-fluoro-3,4-dihydroisoquinolin-2(1H)-yl)-2,6-dimethylphenyl)acetamide Methyl-2-(5-fluoro-4-methoxypyrimidin-2-yl)-2-methylpropionate